C1(CC1)CN1C(=CC=2C1=NC=CC2)C2=NC1=C(N2C)C=CC(=C1)C(=O)N1C[C@@H](C[C@@H](C1)N)N |r| rac-(3R,5S)-1-{2-[1-(cyclopropylmethyl)-1H-pyrrolo[2,3-b]pyridin-2-yl]-1-methyl-1H-1,3-benzodiazole-5-carbonyl}piperidine-3,5-diamine